N1(C=NC=C1)C1=C2C(=C(N=C1)C=1SC3=C(N1)SC(=N3)N([C@H]3C[C@@H](NCC3)C)C)NC=C2 5-[4-(1H-Imidazol-1-yl)-1H-pyrrolo[2,3-c]pyridin-7-yl]-N-methyl-N-[(2S,4R)-2-methylpiperidin-4-yl][1,3]thiazolo[5,4-d][1,3]thiazol-2-amin